BrC1=C(C=CC=C1)SC(F)(F)F 1-bromo-2-trifluoromethylthiobenzene